ClC=1C(=C(CN2CCC(CC2)N2CC(C2)(N2N=CC(=C2)C=2C3=C(N=CN2)NC=C3)CC#N)C(=CC1)C(F)(F)F)F {1-{1-[3-chloro-2-fluoro-6-(trifluoromethyl)benzyl]piperidin-4-yl}-3-[4-(7H-pyrrolo[2,3-d]pyrimidin-4-yl)-1H-pyrazol-1-yl]azetidin-3-yl}acetonitrile